6-{3-fluoro-4-[(1-hydroxycyclopropyl)methoxy]-5-methylphenyl}-5-methyl-4,5-dihydro-2H-pyridazine FC=1C=C(C=C(C1OCC1(CC1)O)C)C=1C(CCNN1)C